C1(CC1)NC(C(C(C[C@H]1C(NCC1)=O)NC([C@H](CC(C)(C)C)NC(C[C@H](C(F)(F)F)C1=C(C=C(C=C1)F)F)=O)=O)=O)=O (2S)-N-(4-(Cyclopropylamino)-3,4-dioxo-1-((S)-2-oxopyrrolidin-3-yl)butan-2-yl)-2-((S)-3-(2,4-difluorophenyl)-4,4,4-trifluorobutanamido)-4,4-dimethylpentanamid